1-(4-(2-(benzyloxy)ethoxy)phenyl)-4-(2-chloroethyl)piperazine C(C1=CC=CC=C1)OCCOC1=CC=C(C=C1)N1CCN(CC1)CCCl